The molecule is a tripeptide composed of two L-alanyl units and an L-proline joined by peptide linkages. It has a role as a metabolite. It derives from a L-alanine and a L-proline. C[C@@H](C(=O)N[C@@H](C)C(=O)N1CCC[C@H]1C(=O)O)N